C(C1=CC=CC=C1)C1=CC=C(C=C1)S(=O)(=O)OC1CS(C=C1)(=O)=O 1,1-dioxido-2,3-dihydrothiophen-3-yl 4-benzylbenzenesulfonate